C(CC=C)OC=1C=C(C=CC1)B(O)O 3-(BUT-3-ENYLOXY)PHENYLBORONIC ACID